methyl 7-cyclopropyl-2-((5-fluorobenzo[d]oxazol-2-yl)amino)benzo[d]oxazole-5-carboxylate C1(CC1)C1=CC(=CC=2N=C(OC21)NC=2OC1=C(N2)C=C(C=C1)F)C(=O)OC